leucine diethylaminoethyl ester hydrochloride Cl.C(C)N(CC)CCOC([C@@H](N)CC(C)C)=O